[Si](C)(C)(C(C)(C)C)O[C@@H](CNC(OC(C)(C)C)=O)CC(C1=NC=C(C=C1)C(F)(F)F)=O (R)-tert-butyl (2-((tert-butyldimethylsilyl)oxy)-4-oxo-4-(5-(trifluoromethyl)pyridin-2-yl)butyl)carbamate